methyl chloro-3-(4-methoxyphenyl)-3(S)-hydroxypropionate ClC(C(=O)OC)[C@@H](O)C1=CC=C(C=C1)OC